1-(3-fluoro-4-iodopyridin-2-yl)methylamine FC=1C(=NC=CC1I)CN